C(C)=C(C(S(=O)(=O)[O-])S(=O)(=O)[O-])C 1,1-ethylene-1,1-propanedisulfonate